C[C@H]1[C@H]([C@H]([C@@H]([C@@H](O1)O[C@@H]2[C@H](O[C@H]([C@@H]([C@H]2O[C@H]3[C@@H]([C@H]([C@H]([C@H](O3)CO)O)O[C@@H]4[C@@H]([C@H]([C@H]([C@H](O4)CO)O)O)NC(=O)C)O[C@H]5[C@H]([C@@H]([C@@H]([C@@H](O5)C)O)O)O)NC(=O)C)O)CO)O)O)O The molecule is a branched amino pentasaccharide consisting of the linear trisaccharide N-acetyl-alpha-D-galactosaminyl-(1->3)-beta-D-galactosyl-(1->3)-N-acetyl-beta-D-glucosamine having alpha-L-fucosyl residues attached at position 2 of the galactose and position 4 of the glucosamine. Corresponds to a partial structure of blood group A type 1 oligosaccharide. It is an amino pentasaccharide, a galactosamine oligosaccharide and a glucosamine oligosaccharide.